C1OCCC2=C1C=CC(=C2)C2=NN1C(N(C(=C(C1=O)N1CCNCC1)CC)CC(=O)NC=1C=3CCC3C(=CC1)C(F)(F)F)=N2 2-[2-(3,4-dihydro-1H-2-benzopyran-6-yl)-5-ethyl-7-oxo-6-(piperazin-1-yl)-[1,2,4]triazolo[1,5-a]pyrimidin-4-yl]-N-[5-(trifluoromethyl)bicyclo[4.2.0]octa-1(6),2,4-trien-2-yl]acetamide